(5S,8R)-N-(4,5-dichloro-2-fluorophenyl)-2-fluoro-6,7,8,9-tetrahydro-5H-5,8-epiminocyclohepta[b]pyridine-10-carboxamide ClC1=CC(=C(C=C1Cl)NC(=O)N1[C@H]2CC[C@@H]1CC1=NC(=CC=C12)F)F